C(C)(C)(C)S(=O)N[C@H](C)C=1C=C(C=C(C1)OC)C=1C=NN(C1)CC(=O)N(C)C [4-[3-[(1R)-1-(tert-butylsulfinylamino)ethyl]-5-methoxy-phenyl]pyrazol-1-yl]-N,N-dimethyl-acetamide